1,5-anhydro-2,3-dideoxy-3-(6-(4-(isopropylcarbamoyl)benzyl)-7,8-dimethyl-4-oxoquinazolin-3(4H)-yl)-L-threo-pentitol C(C)(C)NC(=O)C1=CC=C(CC=2C=C3C(N(C=NC3=C(C2C)C)[C@H]2CCOC[C@@H]2O)=O)C=C1